C(C)(C)(C)C1=NOC(=C1)CC(=O)N (3-(tert-butyl)isoxazol-5-yl)acetamide